tert-butyl (1R,2S,3S,5S)-2-fluoro-3-((6-(2-(methoxymethoxy)-4-(1-methyl-1H-pyrazol-4-yl)phenyl)-1,2,4-triazin-3-yl)(methyl)amino)-9-azabicyclo[3.3.1]nonane-9-carboxylate F[C@@H]1[C@H]2CCC[C@@H](C[C@@H]1N(C)C=1N=NC(=CN1)C1=C(C=C(C=C1)C=1C=NN(C1)C)OCOC)N2C(=O)OC(C)(C)C